bis(trifluoromethyl)-3,3'-dihydroxybenzidine FC(F)(F)NC1=C(C(=C(C=C1)C1=CC(=C(N)C=C1)O)C(F)(F)F)O